tert-Butyl (2-(2-(3-(2-bromo-6-methoxypyridin-3-yl)-4-oxo-6-(trifluoromethyl)-3,4-dihydro quinazolin-1(2H)-yl)-5-fluorophenoxy)ethyl)carbamate BrC1=NC(=CC=C1N1CN(C2=CC=C(C=C2C1=O)C(F)(F)F)C1=C(OCCNC(OC(C)(C)C)=O)C=C(C=C1)F)OC